FC=1C(NC(N(C1)CC(=O)NC1=C(C(=CC=C1)OC)O)=O)=O 2-(5-fluoro-2,4-dioxo-3,4-dihydropyrimidin-1(2H)-yl)-N-(2-hydroxy-3-methoxyphenyl)acetamide